C(C)(C)(C)OC(CN1CCN(CCN(CC1)CC(OC(C)(C)C)=O)CC1CCNCC1)=O 4-((4,7-bis(2-(tert-butoxy)-2-oxoethyl)-1,4,7-triazonan-1-yl)methyl)piperidin